COC=1C=C(C=C(C1OC)OC)C1=C(C=NC=2N1N=CC2)C(=O)O 7-(3,4,5-Trimethoxyphenyl)pyrazolo[1,5-a]pyrimidine-6-carboxylic acid